C=1N=CN2C1C1=CC=CC=C1[C@@H]2[C@@H]2CCC=1C=CC=NC1[C@H]2O (7S,8S)-7-((S)-5H-Imidazo[5,1-a]isoindol-5-yl)-5,6,7,8-tetrahydrochinolin-8-ol